Cl.N1[C@H](CCC1)CNC(OC1=C(C=C(C2=CC=CC=C12)NS(=O)(=O)C1=CC=C(C=C1)OC)C1=C(C=CC2=CC=CC=C12)O)=O 2-hydroxy-4'-((4-methoxyphenyl)sulfonamido)-[1,2'-binaphthalen]-1'-yl (((R)-pyrrolidin-2-yl) methyl)carbamate hydrochloride